BrC=1C=C(C(=C(C1)N1CCN(CC1)C(=O)OC(C)(C)C)[N+](=O)[O-])NC=1SC(=NN1)C(F)F tert-butyl 4-[5-bromo-3-[[5-(difluoromethyl)-1,3,4-thiadiazol-2-yl]amino]-2-nitro-phenyl]piperazine-1-carboxylate